ethyl-2-(1H-indol-3-yl)acetate C(C)OC(CC1=CNC2=CC=CC=C12)=O